BrC=1C=C2N(CC(NC2=CC1)=O)C(C1=CC(=C(C(=C1)OC)OC)OC)=O 6-bromo-4-(3,4,5-trimethoxybenzoyl)-3,4-dihydroquinoxalin-2(1H)-one